Ethyl 2-[(4-bromo-2,5-difluoro-phenyl)methyl]-3-[(3S)-4,4-dimethyltetrahydrofuran-3-yl]imidazo[4,5-b]pyridine-5-carboxylate BrC1=CC(=C(C=C1F)CC1=NC=2C(=NC(=CC2)C(=O)OCC)N1[C@@H]1COCC1(C)C)F